ClC1=CC2=C(O[C@H](CO2)C(=O)NC23CC(C2)(C3)NC(COC3=CC(=C(C=C3)Cl)F)=O)C=C1 (2R)-6-chloro-N-{3-[2-(4-chloro-3-fluorophenoxy)acetamido]bicyclo[1.1.1]pent-1-yl}-2,3-dihydro-1,4-benzodioxin-2-carboxamide